ClC1=C(C=CC(=C1)C(=O)N1[C@H]([C@@H](N(CC1)C1=CC(=CC=C1)Cl)C)C)[S@](=O)CC(C(C1=CC=CC=C1)(F)F)=O |&1:24| (±)-3-((2-Chloro-4-(4-(3-chlorophenyl)-trans-2,3-dimethylpiperazine-1-carbonyl)phenyl)sulfinyl)-1,1-difluoro-1-phenylpropan-2-one